ClC=1N=C(C2=C(N1)N(N=N2)[C@H]2[C@@H]([C@@H]([C@H](O2)COCP(O)(O)=O)O)O)NC2CCCC2 ((((2R,3S,4R,5R)-5-(5-chloro-7-(cyclopentylamino)-3H-[1,2,3]triazolo[4,5-d]pyrimidin-3-yl)-3,4-dihydroxytetrahydrofuran-2-yl)methoxy)methyl)phosphonic acid